3-(4'-fluoro-3-methyl-[1,1'-biphenyl]-4-yl)pyridine FC1=CC=C(C=C1)C1=CC(=C(C=C1)C=1C=NC=CC1)C